N1(CCNCC1)C=1C(=C2C(N(C(C2=CC1)=O)C1ONOCC1)=O)N1CCCCC1 piperazin-1-yl-piperidin-1-yl-2-(2,6-dioxapiperidin-3-yl)isoindoline-1,3-dione